(2-bromo-4-isopropyl-7-oxo-thieno[2,3-d]pyridazin-6-yl)cyclopropanecarboxylic acid tert-butyl ester C(C)(C)(C)OC(=O)C1(CC1)N1N=C(C2=C(C1=O)SC(=C2)Br)C(C)C